2-(4-chlorophenoxy)-N-(3-{[5-(4-chlorophenyl)-1,2,4-oxadiazol-3-yl]amino}bicyclo[1.1.1]pentan-1-yl)acetamide trifluoroacetate FC(C(=O)O)(F)F.ClC1=CC=C(OCC(=O)NC23CC(C2)(C3)NC3=NOC(=N3)C3=CC=C(C=C3)Cl)C=C1